CCCCCCC(C/C=C/CCCCCCCC(=O)O[C@@]1([C@@H]([C@H]([C@@H]([C@H](O1)CO)O)O)O)OC2([C@H]([C@@H]([C@H](O2)CO)O)O)CO)O sucrose ricinoleate